5-bromo-6-fluoro-7-nitro-2,3-dihydro-1,4-benzodioxine BrC1=C(C(=CC=2OCCOC21)[N+](=O)[O-])F